CC(CO)CC1=CC=C(C=C1)C(C)(C)C 2-Methyl-3-(p-tert.-butylphenyl)propanol